N'-[5-(acetyl-hydroxy-amino)pentyl]-N-[5-[3-(5-aminopentyl-hydroxy-carbamoyl)propanoylamino]-pentyl]-N-hydroxy-butanediamide C(C)(=O)N(CCCCCNC(CCC(=O)N(O)CCCCCNC(CCC(N(O)CCCCCN)=O)=O)=O)O